Disodium Lauryl Sulphosuccinate S(=O)(=O)(O)C(C(=O)OCCCCCCCCCCCC)CC(=O)[O-].[Na+].[Na+].C(CCCCCCCCCCC)OC(C(CC(=O)[O-])S(=O)(=O)O)=O